tert-butyl (2R,3S,4S)-4-[(tert-butoxycarbonyl)oxy]-2-[(4-methoxyphenyl) methyl]-3-{[2-(pyridin-3-yl)acetyl]oxy}pyrrolidine-1-carboxylate C(C)(C)(C)OC(=O)O[C@@H]1[C@H]([C@H](N(C1)C(=O)OC(C)(C)C)CC1=CC=C(C=C1)OC)OC(CC=1C=NC=CC1)=O